methyl 4-oxo-3,4-dihydropyrido[4,3-d]pyrimidine-8-carboxylate O=C1C2=C(N=CN1)C(=CN=C2)C(=O)OC